BrC1=CC=C(C=N1)N1C[C@H](CCC1)NC(OC(C)(C)C)=O tert-butyl N-[(3S)-1-(6-bromo-3-pyridyl)-3-piperidyl]carbamate